C(C)(CC)N[C@@H](CC(=O)O)C(=O)O N-sec-butylaspartic acid